(3S*,3aR*,6S*,7R*,7aR*)-N-(pyridin-4-yl)methyl-1,7-diisobutyl-1,2,3,3a,7,7a-hexahydro-6H-3,6-methanopyrrolo[3,2-c]pyridine-6-carboxamide N1=CC=C(C=C1)CNC(=O)[C@]12[C@@H]([C@@H]3[C@H](C=N1)[C@@H](CN3CC(C)C)C2)CC(C)C |o1:10,11,12,13,16|